(S)-tert-butyl 4-(6-cyclopropyl-7-(2-fluoro-3-hydroxyphenyl)-1-(2-isopropyl-4-methylpyridin-3-yl)-2-oxo-1,2-dihydropyrido[2,3-d]pyrimidin-4-yl)-3-methylpiperazine-1-carboxylate C1(CC1)C1=CC2=C(N(C(N=C2N2[C@H](CN(CC2)C(=O)OC(C)(C)C)C)=O)C=2C(=NC=CC2C)C(C)C)N=C1C1=C(C(=CC=C1)O)F